C(C)(C)(C)OC(=O)NC(CCCC1=CC=C(C=C1)C)=S N-tert-butoxycarbonyl-4-p-tolylthiobutanamide